BrC=1C=C(C(=NC1)N1NC=NC1=O)F (5-bromo-3-fluoro-2-pyridinyl)-1H-1,2,4-triazol-5-one